N,N'-Di-tert-butyl-ethylendiamin C(C)(C)(C)NCCNC(C)(C)C